[Si](C1=CC=CC=C1)(C1=CC=CC=C1)(C(C)(C)C)OC[C@H](CCC)N (S)-1-((tert-butyldiphenylsilyl)oxy)pentan-2-amine